O.[Li+].FCC(C(=O)[O-])=O 3-fluoropyruvate lithium monohydrate